ClC1=C(C=NC2=C(C=C(C=C12)B1OC(C(O1)(C)C)(C)C)Cl)C(C)(C)O 2-(4,8-dichloro-6-(4,4,5,5-tetramethyl-1,3,2-dioxaborolan-2-yl)quinolin-3-yl)propan-2-ol